rac-tert-butyl (1S,2S,3R,5R)-2-fluoro-3-hydroxy-1,5-dimethyl-8-azabicyclo[3.2.1]octane-8-carboxylate F[C@H]1[C@@]2(CC[C@](C[C@H]1O)(N2C(=O)OC(C)(C)C)C)C |r|